((S)-2-(cyanomethyl)-4-((S)-2-(((S)-1-methylpyrrolidin-2-yl)methoxy)-7-(naphthalen-1-yl)-5,6,7,8-tetrahydroquinazolin-4-yl)piperazin-1-yl)-4-oxobut-2-enamide formate C(=O)O.C(#N)C[C@@H]1N(CCN(C1)C1=NC(=NC=2C[C@H](CCC12)C1=CC=CC2=CC=CC=C12)OC[C@H]1N(CCC1)C)C(C(=O)N)=CC=O